Adamantanamin C12(CC3CC(CC(C1)C3)C2)N